N-[5-[(4-chlorophenyl)methoxy]-1,3,4-thiadiazol-2-yl]-5-[2-(difluoromethoxy)phenyl]-2-(3-hydroxyprop-1-yn-1-yl)pyridine-4-carboxamide ClC1=CC=C(C=C1)COC1=NN=C(S1)NC(=O)C1=CC(=NC=C1C1=C(C=CC=C1)OC(F)F)C#CCO